2-(3-bromobenzyl)-3-(2-fluoropyridin-3-yl)-5-methyl-2,4,5,6-tetrahydropyrrolo[3,4-c]pyrazole BrC=1C=C(CN2N=C3C(=C2C=2C(=NC=CC2)F)CN(C3)C)C=CC1